8-((3R,4S)-4-((4-methoxypyrimidin-2-yl)oxy)-3-methylpiperidin-1-yl)-5-methyl-6-oxo-5,6-dihydro-1,5-naphthyridine-2-carbonitrile COC1=NC(=NC=C1)O[C@@H]1[C@@H](CN(CC1)C1=CC(N(C=2C=CC(=NC12)C#N)C)=O)C